[K+].C(CCC)(=O)[O-].C(CCC)(=O)[O-].FC1=C(C(=O)NC2=CC(NC=C2)=O)C=CC(=C1)C(F)(F)F.[K+] 2-fluoro-N-(2-oxo-1,2-dihydropyridin-4-yl)-4-(trifluoromethyl)benzamide dibutyrate potassium salt